ClC1=CC(=CC2=C1N=C(S2)C=2CCNCC2)C2=CC1=CN(N=C1C(=C2)C#N)C 5-[4-Chloro-2-(1,2,3,6-tetrahydropyridin-4-yl)-1,3-benzothiazol-6-yl]-2-methyl-2H-indazol-7-carbonitril